CN1CCC(CC1)C(=O)NCCOCCOCCOCCOCC(COCCCCCCCC(=O)OC(CCCCCCCCC)CCCCCCCC)OCCCCCCCC(=O)OC(CCCCCCCC)CCCCCCCC 1-octyldecyl 8-[3-[2-[2-[2-[2-[(1-methylpiperidine-4-carbonyl)amino]ethoxy]ethoxy]ethoxy]ethoxy]-2-[8-(1-octylnonoxy)-8-oxo-octoxy]propoxy]octanoate